tert-butyl 3-[6-[2-cyano-3-[[ethyl(methyl)sulfamoyl]amino]-6-fluoro-phenoxy]-5-fluoro-4-oxo-quinazolin-3-yl]-1-oxa-8-azaspiro[4.5]decane-8-carboxylate C(#N)C1=C(OC=2C(=C3C(N(C=NC3=CC2)C2COC3(C2)CCN(CC3)C(=O)OC(C)(C)C)=O)F)C(=CC=C1NS(N(C)CC)(=O)=O)F